C(C)N(C1=CC=C2C(=C(C(OC2=C1)=O)C1=CC=C(C=C1)N=C=S)C)CC 7-diethylamino-3-(4'-isothiocyanatophenyl)-4-methylcoumarin